4-((2S)-1-(4-(4-(2,6-dioxopiperidin-3-yl)-2-fluorophenyl)piperazin-1-yl)propan-2-yl)piperidine-1-carboxylic acid tert-butyl ester C(C)(C)(C)OC(=O)N1CCC(CC1)[C@@H](CN1CCN(CC1)C1=C(C=C(C=C1)C1C(NC(CC1)=O)=O)F)C